5-(2-(2-(4-(7-(dimethylamino)imidazo[1,2-a]pyridin-2-yl)phenoxy)ethoxy)ethoxy)-2-(2,6-dioxopiperidin-3-yl)isoindoline-1,3-dione CN(C1=CC=2N(C=C1)C=C(N2)C2=CC=C(OCCOCCOC=1C=C3C(N(C(C3=CC1)=O)C1C(NC(CC1)=O)=O)=O)C=C2)C